FC=1C(=CC=C2C(=NC(=NC12)OC[C@H]1N(CCC1)C)N1C[C@H]2CC[C@@H](C1)N2CC(=O)C2CCNCC2)C2=CC(=CC1=CC=CC=C21)O 2-((1R,5S)-3-(8-fluoro-7-(3-hydroxynaphthalen-1-yl)-2-(((S)-1-methylpyrrolidin-2-yl)methoxy)quinazolin-4-yl)-3,8-diazabicyclo[3.2.1]octan-8-yl)-1-(piperidin-4-yl)ethan-1-one